O=C1NC(CCC1N1C(C2=CC=C(C=C2C1=O)NC1CC(C1)OC1=CC=C(C=C1)C(CC)(CC)C1=CC=C(C=C1)OC=1N=NC(=CC1)[C@@H](C)O)=O)=O 2-(2,6-dioxopiperidin-3-yl)-5-(((1r,3r)-3-(4-(3-(4-((6-(1-Hydroxyethyl)pyridazin-3-yl)oxy)phenyl)pentan-3-yl)phenoxy)cyclobutyl)amino)isoindoline-1,3-dione